(S)-(2-oxooxazolidin-4-yl)methyl methanesulfonate CS(=O)(=O)OC[C@H]1NC(OC1)=O